ClC=1C=C(CC2=CN=C(S2)N)C=CC1 5-(3-chlorobenzyl)thiazol-2-amine